FC=1C=2N(C=C(C1)NC(=O)C1=CC=C(S1)N1CC(N(CC1)C(=O)OC(C)(C)C)C)C=C(N2)C tert-butyl 4-[5-([8-fluoro-2-methylimidazo[1,2-a]pyridin-6-yl]carbamoyl)thiophen-2-yl]-2-methylpiperazine-1-carboxylate